(Z)-4-(4-(pyridin-3-yl)but-1-yn-1-yl)thiazole-2-carbaldehyde oxime N1=CC(=CC=C1)CCC#CC=1N=C(SC1)\C=N/O